C(C)(C)(C)OC(NCC(CN)N)=O (2,3-diaminopropyl)carbamic acid tert-butyl ester